6-Methyl-5-trifluoromethylthionicotinic acid Methyl ester (Methyl 6-Methyl-5-trifluoromethyl thionicotinate) CC1=C(C(=S)O)C=C(C(=N1)C)C(F)(F)F.COC(C1=CN=C(C(=C1)C(F)(F)F)C)=S